(1s,2s)-N-(4-(6-((E)-cyclopropyl-(hydroxyimino)methyl)-4-methylpyridin-3-yl)imidazo[1,2-a][1,6]naphthyridin-8-yl)-2-fluorocyclopropane-1-carboxamide C1(CC1)\C(\C1=CC(=C(C=N1)C=1C=2N(C3=CC(=NC=C3C1)NC(=O)[C@H]1[C@H](C1)F)C=CN2)C)=N/O